C1(CCC1)N1C[C@@H](N(CC1)C=1SC2=C(N1)C(=C(N2)C=2C(=C(C=1N(C2)N=CN1)C)C)C(C)C)C (S)-2-(4-cyclobutyl-2-methylpiperazin-1-yl)-5-(7,8-dimethyl-[1,2,4]triazolo[1,5-a]pyridin-6-yl)-6-isopropyl-4H-pyrrolo[3,2-d]thiazole